N(=C=O)C1=CC=C(C=C1)CN=C=O 1-isocyanato-4-(isocyanatomethyl)-benzene